2-{3-[2-(1-{[3,5-bis(difluoromethyl)-1H-pyrazol-1-yl]-acetyl}piperidin-4-yl) 1,3-thiazol-4-yl]-4,5-dihydro-1,2-oxazol-5-yl}-3-chlorophenyl methane-sulfonate CS(=O)(=O)OC1=C(C(=CC=C1)Cl)C1CC(=NO1)C=1N=C(SC1)C1CCN(CC1)C(CN1N=C(C=C1C(F)F)C(F)F)=O